O1C(=NC2=C1C=CC=C2)C2=C(C(=O)O)C=C(C=C2)N2C1=C(OCCC2)C=CC(=C1)F 2-(benzo[d]oxazol-2-yl)-5-(7-fluoro-3,4-dihydrobenzo[b][1,4]oxazepine-5(2H)-yl)benzoic acid